C=1(C(=CC(=CC1)C)O)C(C)C 2-p-cymenol